Tert-butyl (S)-(2-(7-fluoro-1-methyl-2-oxo-1,2-dihydroquinolin-8-yl)ethyl)(2-(2-oxo-3-(3-oxo-3,4-dihydro-2H-pyrazino[2,3-b][1,4]oxazin-6-yl)oxazolidin-5-yl)ethyl)carbamate FC1=CC=C2C=CC(N(C2=C1CCN(C(OC(C)(C)C)=O)CC[C@H]1CN(C(O1)=O)C1=NC2=C(OCC(N2)=O)N=C1)C)=O